FC1=CC(=C(C=C1)C=1C=C(C=C2C(CCOC12)=O)CN1CN(C=C1)C)C 1-((8-(4-fluoro-2-methylphenyl)-4-oxochroman-6-yl)methyl)-3-methyl-1,3-dihydro-2H-imidazol